3-[(3S)-3-amino-3-methylpyrrolidin-1-yl]-N-(dicyclopropylmethyl)-2-(3,5-difluorophenyl)pyridine-4-carboxamide N[C@@]1(CN(CC1)C=1C(=NC=CC1C(=O)NC(C1CC1)C1CC1)C1=CC(=CC(=C1)F)F)C